2-(2-((S or R)-2,2-difluorocyclopropyl)phenyl)pyrrolidine FC1([C@@H](C1)C1=C(C=CC=C1)C1NCCC1)F |o1:2|